ClC=1C=2N(C=CN1)C(=NC2)[C@@H]2CN(CC2)C(=O)OC(C)(C)C Tert-butyl (3S)-3-{8-chloroimidazo[1,5-a]pyrazin-3-yl}pyrrolidine-1-carboxylate